C1(CC1)C#N cyclopropan-1-carbonitril